C1(CCC1)N1C(=NC2=C1C=C(C=C2)C(F)(F)F)NC(=O)C2CC(C2)(F)F N-(1-cyclobutyl-6-(trifluoromethyl)-1H-benzo[d]imidazol-2-yl)-3,3-difluorocyclobutane-1-carboxamide